ClC=1C(=C(C(=C(C1)C(C(=O)O)C)OC(C)C)C=1C=NC(=CC1)Cl)F 2-(5-chloro-3-(6-chloropyridin-3-yl)-4-fluoro-2-isopropoxyphenyl)propionic acid